3-(2,3-dimethylphenyl)-2-methylpropionaldehyde CC1=C(C=CC=C1C)CC(C=O)C